F[B-](F)(F)F.S1N=C(C2=C1C=CC=C2)C2=CC=[N+](C=C2)C2=CC=CC=C2 4-(1,2-Benzisothiazol-3-yl)-1-phenylpyridine-1-ium tetrafluoroborate